FC1=CC=C(C=C1)[C@@H]1N(OCC1)C1=CC(=NC=N1)NC=1C(=CC(=C(C1)NC(C=C)=O)N1CCC(CC1)N1CCOCC1)OC N-(5-((6-((R)-3-(4-fluorophenyl)isoxazolidine-2-yl)pyrimidine-4-yl)amino)-4-methoxy-2-(4-morpholinopiperidine-1-yl)phenyl)acrylamide